2-(((2S,3S)-1-(((S)-1,1-bis(4-ethoxyphenyl)propan-2-yl)amino)-3-methyl-1-oxopentan-2-yl)carbamoyl)-4-methoxypyridin-3-yl isobutyrate C(C(C)C)(=O)OC=1C(=NC=CC1OC)C(N[C@H](C(=O)N[C@H](C(C1=CC=C(C=C1)OCC)C1=CC=C(C=C1)OCC)C)[C@H](CC)C)=O